C(C)OC(=O)C=1OC2=C(C1C)C=C(C=C2)S(N(CCC2=CC=CC=C2)C2=CC=C(C=C2)N2CCN(CC2)C)(=O)=O 3-Methyl-5-(N-(4-(4-methylpiperazin-1-yl)phenyl)-N-phenethylsulfamoyl)benzofuran-2-carboxylic acid ethyl ester